2-(4-((6-((2-(dimethylphosphoryl)phenyl)amino)-7H-purin-2-yl)amino)-3-methyl-1H-pyrazol-1-yl)-2-methylpropionitrile CP(=O)(C)C1=C(C=CC=C1)NC1=C2NC=NC2=NC(=N1)NC=1C(=NN(C1)C(C#N)(C)C)C